(3Z)-1-bromo-14,14-dioctanoxy-3-tetradecene BrCC\C=C/CCCCCCCCCC(OCCCCCCCC)OCCCCCCCC